CN(C1=CC2=C(C=C(O2)C(=O)N)C=C1)C 6-(dimethylamino)-1-benzofuran-2-carboxamide